O=C1N(C(C(=C1SC1=CC=CC=C1)SC1=CC=CC=C1)=O)CCOCCOCCC(NCC(NCCC(=O)O)=O)=O 1-(2,5-dioxo-3,4-bis(phenylthio)-2,5-dihydro-1H-pyrrol-1-yl)-9,12-dioxo-3,6-dioxa-10,13-diazahexadecane-16-oic acid